ClC=1C=C2C(=CNC2=CC1)NC1=NC2=C(N1C1COC1)C=CC(=C2)C(F)(F)F N-(5-Chloro-1H-indol-3-yl)-1-(oxetan-3-yl)-5-(trifluoromethyl)-1H-benzo[d]imidazol-2-amine